ClC=1SC=C(C1C(=O)O)C(F)(F)F 2-chloro-4-(trifluoromethyl)thiophene-3-carboxylic acid